2-hydroxy-N,N,N-trimethylethanaminium alaninate N[C@@H](C)C(=O)[O-].OCC[N+](C)(C)C